3-(1,3-benzodioxol-5-ylmethyl)-4-(1,3-benzodioxol-5-ylmethylene)tetrahydrofuran-2-ol O1COC2=C1C=CC(=C2)CC2C(OCC2=CC2=CC1=C(OCO1)C=C2)O